tert-butyl 4-(3-(2-(2,6-dioxopiperidin-3-yl)-1,3-dioxoisoindolin-5-yl)prop-2-yn-1-yl)piperazine-1-carboxylate O=C1NC(CCC1N1C(C2=CC=C(C=C2C1=O)C#CCN1CCN(CC1)C(=O)OC(C)(C)C)=O)=O